(R)-N-((-)-1-(3-amino-4-fluorophenyl)-3-cyclopropyl-1-phenylpropyl)-2-methylpropane-2-sulfinamide NC=1C=C(C=CC1F)C(CCC1CC1)(C1=CC=CC=C1)N[S@](=O)C(C)(C)C